4-mesityl-7-(4-fluoro-3-methylphenyl)thieno[2,3-d]Pyridazine C1(=C(C(=CC(=C1)C)C)C1=C2C(=C(N=N1)C1=CC(=C(C=C1)F)C)SC=C2)C